S1C(=NC2=C1C=CC=C2)NC(=NC(=O)NC2=CC=C(C=C2)[N+](=O)[O-])N N-benzo[d]thiazol-2-yl-N''-(4-nitroaniline-carbonyl)-guanidine